fluoranide sodium [Na+].[F-]